magnesium acetate salt C(C)(=O)[O-].[Mg+2].C(C)(=O)[O-]